C(C)(C)(C)OC(=O)N1CCC2(CC1)CCN(CC2)C2=CC=C(C=C2)C2C(COC1=CC(=CC=C21)O)C2=CC=CC=C2.N2=CC=C(C=C2)C2(CC(C2)C2=CC=NC=C2)C2=C(C=CC(=C2)C=CC2=CC=NC=C2)C=CC2=CC=NC=C2 1,3-bis(4-pyridyl)-(2,5-bis(2-(4-pyridyl)-vinyl)phenyl)cyclobutane tert-butyl-9-(4-(7-hydroxy-3-phenylchroman-4-yl)phenyl)-3,9-diazaspiro[5.5]undecane-3-carboxylate